CC1=C(C=CC=C1)P (2-Methylphenyl)phosphine